N-[(1S)-5-[2-(2-aminopyridin-3-yl)-5-(pyrazol-1-yl)imidazo[4,5-b]pyridin-3-yl]-2,3-dihydro-1H-inden-1-yl]-7-(1,3-dioxolan-2-yl)-1-{[2-(trimethylsilyl)ethoxy]methyl}indazol-3-amine NC1=NC=CC=C1C1=NC=2C(=NC(=CC2)N2N=CC=C2)N1C=1C=C2CC[C@@H](C2=CC1)NC1=NN(C2=C(C=CC=C12)C1OCCO1)COCC[Si](C)(C)C